ClC=CC(=O)OCCC[Si](OC)(OC)OC 3-chloroacryloyloxypropyl-trimethoxysilane